CC1N(C1)CCC(=O)O.CC1N(C1)CCC(=O)O.CC1N(C1)CCC(=O)O.C(O)C(CC)(CO)CO trimethylolpropane-tris[3-(2-methyl aziridinyl) propionate]